ClC=1C2=C(N=CN1)[C@H](C[C@H]2C)O (5R,7S)-4-chloro-5-methyl-6,7-dihydro-5H-cyclopenta[d]pyrimidin-7-ol